(difluoro-sulfanylidene)-diethyl-ammonium FS(F)=[N+](CC)CC